tris[4-(4-acetylphenylsulfanyl)phenyl]sulfonium Benzyl-undecane-3-carboxylate C(C1=CC=CC=C1)OC(=O)C(CC)CCCCCCCC.C(C)(=O)C1=CC=C(C=C1)SC1=CC=C(C=C1)[S+](C1=CC=C(C=C1)SC1=CC=C(C=C1)C(C)=O)C1=CC=C(C=C1)SC1=CC=C(C=C1)C(C)=O